BrC1=CC(=CC2=C1N=NN2C/C(=C/CNC(=O)OC(C)(C)C)/F)C(=O)O 7-bromo-3-[(Z)-4-(tert-butoxycarbonylamino)-2-fluoro-but-2-enyl]benzotriazole-5-carboxylic acid